C(C1=CC=CC=C1)OCC1=CC(=C(C=C1)[N+](=O)[O-])C 4-((benzyloxy)methyl)-2-methyl-1-nitrobenzene